ethyl 3,3-di(tert-butylperoxy)butyrate C(C)(C)(C)OOC(CC(=O)OCC)(C)OOC(C)(C)C